NC1=NC=CC=C1C1=NC=2C(=NC(=CC2)C=2NC(C=CC2)=O)N1C1=CC=C(CN2CCN(CC2)C(=O)OC(C)(C)C)C=C1 Tert-butyl 4-(4-(2-(2-aminopyridin-3-yl)-5-(6-oxo-1,6-dihydropyridin-2-yl)-3H-imidazo[4,5-b]pyridin-3-yl)benzyl)piperazine-1-carboxylate